FC1(C[C@H](CCC1)NC1=NC(=NC=C1C(=O)N)NC1CCC(CC1)OC)F 4-((S)-3,3-difluorocyclohexylamino)-2-((1r,4S)-4-methoxycyclohexylamino)pyrimidine-5-carboxamide